C(CCCCC)P(O)(=O)CCCCCCCCC hexyl-(nonyl)phosphinic acid